FC=1C=CC(=C(C1)C1=NN(C=C1NC(=O)C=1C=NN2C1N=CC=C2)CC(C)(C)O)OC(C)C N-(3-(5-fluoro-2-isopropoxyphenyl)-1-(2-hydroxy-2-methylpropyl)-1H-pyrazol-4-yl)pyrazolo[1,5-a]pyrimidine-3-carboxamide